(dibenzylamino)-1-(difluoromethyl)cyclohexan-1-ol C(C1=CC=CC=C1)N(CC1=CC=CC=C1)C1C(CCCC1)(O)C(F)F